O=C(CCCCCCC(=O)NC=1SC=CN1)C 8-oxo-N-1,3-thiazol-2-ylnonanamide